N-(tert-butyl)-3-methyl-5-nitrobenzenesulfonamide C(C)(C)(C)NS(=O)(=O)C1=CC(=CC(=C1)[N+](=O)[O-])C